OC1C2C(C(C(C1)O2)C(=O)N)C2=CC(=NC=C2)OC 5-hydroxy-3-(2-methoxypyridin-4-yl)-7-oxabicyclo[2.2.1]heptane-2-carboxamide